(2s,4s)-6-oxo-7-oxa-5-azaspiro[3.4]octane-2-carboxylic acid tert-butyl ester C(C)(C)(C)OC(=O)C1CC2(C1)NC(OC2)=O